pyrano[3,4-c][1,2,5]oxadiazol-4-one N1=C2C(=NO1)C(OC=C2)=O